C(C1=CC=CC=C1)OC(=O)N1C(CC(CC1)=C)C1=CC=CC=C1 4-methylene-2-phenyl-piperidine-1-carboxylic acid benzyl ester